CC=1C=CC(=NC1)CS(=O)(=O)N 1-(5-methylpyridin-2-yl)methanesulfonamide